6-methyl-N-(3-(4-(1-methyl-1H-indazol-5-yl)phenyl)propyl)pyrazine-2-carboxamide CC1=CN=CC(=N1)C(=O)NCCCC1=CC=C(C=C1)C=1C=C2C=NN(C2=CC1)C